BrC1=CC(=CC(=N1)NC1CCCCC1)CN1CCOCC1 6-bromo-N-cyclohexyl-4-(morpholinomethyl)pyridin-2-amine